3-(benzoyl-carbamoyl)pyrrolidine-1-carboxylic acid tert-butyl ester C(C)(C)(C)OC(=O)N1CC(CC1)C(NC(C1=CC=CC=C1)=O)=O